3-(1,2,5,6-tetrahydropyridin-3-yl)-1H-indol-4-ol N1CC(=CCC1)C1=CNC=2C=CC=C(C12)O